C(CCCCCCCCCCCCCCCC)[N+](=CCCCCCCCCCCCCCCCCC)[O-] N-heptadecyl-α-heptadecylnitrone